2,7-Bis[2-(diethylamino)-ethoxy]-fluorenone dihydrochloride Cl.Cl.C(C)N(CCOC=1C(C2=CC3=CC(=CC=C3C2=CC1)OCCN(CC)CC)=O)CC